N-{4-[5-(trifluoromethyl)-1,2,4-oxadiazol-3-yl]benzyl}cyclopropylamide FC(C1=NC(=NO1)C1=CC=C(C[N-]C2CC2)C=C1)(F)F